1-N-m-bromophenyl-formamide BrC=1C=C(C=CC1)NC=O